C(CCCCCCCCCCCCC)(=O)OC1=CC=C(C=C1)COC(=O)O[C@@H]1[C@@](O[C@H](C1)N1C2=NC(=NC(=C2N=C1)N)F)(C#C)CO[Si](C1=CC=CC=C1)(C1=CC=CC=C1)C(C)(C)C 4-((((((2R,3S,5R)-5-(6-amino-2-fluoro-9H-purin-9-yl)-2-(((tert-butyldiphenylsilyl)oxy)methyl)-2-ethynyltetrahydrofuran-3-yl)oxy)carbonyl)oxy)methyl)phenyl tetradecanoate